(1S)-1-[3-(5-bromo-2-pyridinyl)pyrazin-2-yl]ethylamine BrC=1C=CC(=NC1)C=1C(=NC=CN1)[C@H](C)N